tert-butyl (2R,4R)-2-[(4-tert-butylphenyl)-[2-(cyclohexylamino)-2-oxo-1-(3-pyridyl)ethyl]carbamoyl]-4-fluoro-pyrrolidine-1-carboxylate C(C)(C)(C)C1=CC=C(C=C1)N(C(=O)[C@@H]1N(C[C@@H](C1)F)C(=O)OC(C)(C)C)C(C(=O)NC1CCCCC1)C=1C=NC=CC1